methyl 6-amino-5-chloro-2-cyclopropylpyrimidine-4-carboxylate NC1=C(C(=NC(=N1)C1CC1)C(=O)OC)Cl